O.Cl.OC(C(CC)NC(C)C)C1=C2C=CC(NC2=C(C=C1)C(=O)O)=O.OC(C(CC)NC(C)C)C1=C2C=CC(NC2=C(C=C1)C(=O)O)=O.Cl 5-(1-hydroxy-2-isopropylaminobutyl)-8-carboxyquinolone hydrochloride hemihydrate